ClC=1C=C2C(=CC1)NC(C21CCN(CC1)CCOC=1C=NC(=NC1)C1(CC1)CO)=O 5-chloro-1'-[2-({2-[1-(hydroxy-methyl)cyclopropyl]pyrimidin-5-yl}oxy)ethyl]-1,2-dihydrospiro[indole-3,4'-piperidin]-2-one